C(C)(C)(C)C1=CC=C(C=C1)C(C)=O p-tert-butylacetophenone